acrylic acid isocyanatooctyl ester N(=C=O)CCCCCCCCOC(C=C)=O